NC1=C(C(=NN1C(C)C)C1=CC(=C(C=C1)CC(=O)NC1=CC(=NO1)C1=C(C=C(C=C1)Cl)Cl)OC)C(=O)N 5-Amino-3-[4-[2-[[3-(2,4-dichlorophenyl)isoxazol-5-yl]amino]-2-oxo-ethyl]-3-methoxy-phenyl]-1-isopropyl-pyrazole-4-carboxamide